CN1N=CC(=C1)C1=CC2=C(N[C@H](CN2)[C@H](NC[C@@H](C)C2=CC=C(C=C2)S(=O)(=O)C)C2=CC=CC=C2)N=C1 |o1:17| (S or R)-N-((R)-((R)-7-(1-methyl-1H-pyrazol-4-yl)-1,2,3,4-tetrahydropyrido[2,3-b]pyrazin-3-yl)(phenyl)methyl)-2-(4-(methylsulfonyl)phenyl)propan-1-amine